C(CCCCC)C(C)(C(C)(C1=CC=CC=C1)CCCCCC)C1=CC=CC=C1 2,3-dihexyl-2,3-diphenylbutane